benzothiophene sulfonium salt [SH3+].S1C=CC2=C1C=CC=C2